FC1=C(C=CC=2NC(=NC21)[C@@H](C)C2CCC(CC2)C2=CC=NC1=CC=C(C=C21)F)F 4-((1S,4s)-4-((R)-1-(4,5-difluoro-1H-benzo[d]imidazol-2-yl)ethyl)cyclohexyl)-6-fluoroquinoline